(5-(hydroxymethyl)furo[3,2-b]pyridin-2-yl)(morpholino)methanone OCC1=CC=C2C(=N1)C=C(O2)C(=O)N2CCOCC2